(2R,4R)-2-(5-(3-cyclopropyl-1-((S)-1,1-dimethylethylsulfinamido)-1-(pyridin-2-yl)propyl)-2-fluorophenylcarbamoyl)-4-hydroxypyrrolidine-1-carboxylic acid tert-butyl ester C(C)(C)(C)OC(=O)N1[C@H](C[C@H](C1)O)C(NC1=C(C=CC(=C1)C(CCC1CC1)(C1=NC=CC=C1)N[S@@](=O)C(C)(C)C)F)=O